The molecule is a ceramide obtained by formal condensation of the carboxy group of tricosanoic acid with the amino group of (4E,14Z)-sphinga-4,14-dienine. It has a role as a Papio hamadryas metabolite. It derives from a tricosanoic acid. CCCCCCCCCCCCCCCCCCCCCCC(=O)N[C@@H](CO)[C@@H](/C=C/CCCCCCCC/C=C\\CCC)O